C(O)(O)=O.O Water bicarbonate